NC1=NC=CC=C1C1=NC=2C(=NC(=CC2)Br)N1C=1C=C2CC[C@@H](C2=CC1)NC(=O)C=1C=NC(=CC1)C N-[(1S)-5-[2-(2-aminopyridin-3-yl)-5-bromoimidazo[4,5-b]pyridin-3-yl]-2,3-dihydro-1H-inden-1-yl]-6-methylpyridine-3-carboxamide